3-(difluoromethyl)-N-[3-[1-(6-fluoro-1-methyl-[1,2,4]triazolo[4,3-a]quinazolin-5-yl)-3,5-dihydro-2H-4,1-benzoxazepin-6-yl]-1,1-dimethyl-prop-2-ynyl]-1-methyl-pyrazole-4-carboxamide FC(C1=NN(C=C1C(=O)NC(C#CC1=CC=CC2=C1COCCN2C2=NC=1N(C3=CC=CC(=C23)F)C(=NN1)C)(C)C)C)F